N-(3-chloro-2,6-diisopropylphenylcarbamoyl)-4-(2-hydroxypropan-2-yl)thiophene-2-sulfonamide ClC=1C(=C(C(=CC1)C(C)C)NC(=O)NS(=O)(=O)C=1SC=C(C1)C(C)(C)O)C(C)C